8-bromo-2-(fluoromethyl)-3,4-dihydro-2H-1,4-benzoxazepin-5-one BrC1=CC2=C(C(NCC(O2)CF)=O)C=C1